P(OCC1=CC(=CC=C1)CN1C2=NC(=NC(=C2N=C1OC)N)OCCO)(OC)OCC (3-((6-amino-2-(2-hydroxyethoxy)-8-methoxy-9H-purin-9-yl) methyl) benzyl) (methyl) ethyl phosphite